8,8'-(((2-((1-methylpiperidin-3-yl)methyl)-1,3-dioxolane-4,5-diyl)bis-(methylene))bis(oxy))dioctanoate CN1CC(CCC1)CC1OC(C(O1)COCCCCCCCC(=O)[O-])COCCCCCCCC(=O)[O-]